3-chloro-5,6-dimethyl-pyridazine-4-carboxylic acid ClC=1N=NC(=C(C1C(=O)O)C)C